C12=C(NC(=O)NC1=O)NC(=O)[N-]2.O.[Na+] monosodium urate monohydrate